C(#N)C=1C=C(C=CC1)C=1N=C(SC1C1=CC(=NC(=C1)C)C)NC(=O)N1CC(OCC1)C(=O)N N4-[4-(3-Cyanophenyl)-5-(2,6-dimethyl-4-pyridyl)thiazol-2-yl]morpholin-2,4-dicarboxamid